pentaerythritol (methyl)acrylate CC(C(=O)OCC(CO)(CO)CO)=C